rac-(1S*,2S*)-2-(2-amino-5-chlorophenyl)-N-(4-(((6-cyclopropylimidazo[1,2-a]pyridin-2-yl)methyl)amino)pyridin-2-yl)cyclopropane-1-carboxamide NC1=C(C=C(C=C1)Cl)[C@@H]1[C@H](C1)C(=O)NC1=NC=CC(=C1)NCC=1N=C2N(C=C(C=C2)C2CC2)C1 |r|